N-(4-(3-(3,5-dimethylisoxazol-4-yl)-5-methylphenoxy)-3-methylphenyl)-2-(2-oxopyrrolidin-1-yl)acetamide CC1=NOC(=C1C=1C=C(OC2=C(C=C(C=C2)NC(CN2C(CCC2)=O)=O)C)C=C(C1)C)C